(4R)-4-Cyano-N-((4-(3-fluoro-3-phenylpyrrolidin-1-yl)pyridin-2-yl)methyl)-4-methylisochromane-6-carboxamide C(#N)[C@@]1(COCC2=CC=C(C=C12)C(=O)NCC1=NC=CC(=C1)N1CC(CC1)(C1=CC=CC=C1)F)C